7-bromo-2-methylimidazo[2,1-f][1,2,4]triazin-4-ol BrC1=CN=C2C(=NC(=NN21)C)O